Pyrrolin-5-carboxylat N1C=CCC1C(=O)[O-]